ClC=1C=CC2=C(N(CC(O2)C(=O)NC23CC(C2)(C3)NC(COC3=CC(=C(C=C3)Cl)F)=O)C(CO)=O)C1 6-chloro-N-{3-[2-(4-chloro-3-fluorophenoxy)acetamido]bicyclo[1.1.1]pentan-1-yl}-4-(hydroxyacetyl)-3,4-dihydro-2H-1,4-benzoxazine-2-carboxamide